2-(3-ethylsulfanylimidazo[1,2-a]pyridin-2-yl)-1-methyl-6-(trifluoromethoxy)imidazo[4,5-c]quinoline C(C)SC1=C(N=C2N1C=CC=C2)C=2N(C1=C(C=NC=3C(=CC=CC13)OC(F)(F)F)N2)C